[Si](C)(C)(C(C)(C)C)Cl TBDMSchloride